COC(CN1C(C2=CC(=C(C=C2CC1)OC)OC)CC1=CNC2=CC=CC=C12)=O methyl-2-(1-((1H-indol-3-yl)methyl)-6,7-dimethoxy-3,4-dihydroisoquinoline-2(1H)-yl)acetate